O=C(CN1CCC(CC1)OC1=C2C=CC(=NC2=CC=C1)C#N)N1[C@@H](CCC1)C#N 5-[[1-[2-oxo-2-[(2S)-2-cyanopyrrolidin-1-yl]ethyl]-4-piperidyl]oxy]quinoline-2-carbonitrile